N1=CC=CC2=C(C=CC=C12)C(C)N1CCC(CC1)C(=O)OCC ethyl 1-(1-(quinolin-5-yl)ethyl)piperidine-4-carboxylate